3-amino-4-(bis(4-methoxyphenyl)phosphoryl)-2-methylbutanoic acid methyl ester hydrochloride Cl.COC(C(C(CP(=O)(C1=CC=C(C=C1)OC)C1=CC=C(C=C1)OC)N)C)=O